The molecule is a diamino-1,3,5-triazine that is N-ethyl-N'-(propan-2-yl)-1,3,5-triazine-2,4-diamine substituted by a methoxy group at position 6. It is an agrochemical used as a herbicide. It has a role as an environmental contaminant, a xenobiotic, an agrochemical and a herbicide. It is a diamino-1,3,5-triazine and a methoxy-1,3,5-triazine. CCNC1=NC(=NC(=N1)OC)NC(C)C